Methyl (E)-3-(3-(N-((4-(benzo[d]thiazol-2-yl)bicyclo[2.2.2]octan-1-yl)methyl)cyclopropanecarboxamido)phenyl)acrylate S1C(=NC2=C1C=CC=C2)C21CCC(CC2)(CC1)CN(C(=O)C1CC1)C=1C=C(C=CC1)/C=C/C(=O)OC